O=C1NC(=CC2=CC=CC=C12)C(=O)N 1-oxo-1,2-dihydroisoquinoline-3-carboxamide